(2-methyl-4-methyl-phenyl)amine CC1=C(C=CC(=C1)C)N